C[C@@H]1[C@H]([C@@H]([C@H]([C@@H](O1)O[C@@H]2[C@H]([C@@H](CO[C@H]2O[C@H]3CC[C@]4([C@H](C3(C)C)CC[C@@H]5C4=CC[C@@]67[C@]5(CC(=O)[C@@H]6[C@](OC7=O)(C)CCCC(=C)C)C)C)OS(=O)(=O)O)O)O)O)O[C@H]8[C@@H]([C@H]([C@@H](CO8)O)O[C@H]9[C@@H]([C@H]([C@@H]([C@H](O9)CO)O)OC)O)O The molecule is a triterpene glycoside obtained from the New Zealand and South Australian sea cucumber Australostichopus mollis. It has a role as a marine metabolite and an antifungal agent. It is a lactone, an olefinic compound, an oligosaccharide sulfate, a pentacyclic triterpenoid, a tetrasaccharide derivative and a triterpenoid saponin. It derives from a hydride of a lanostane.